C1(CCCC1)C1=CC(=C2C=NC(=NN21)N[C@H]2[C@@H](CN(CC2)S(=O)(=O)C)OC(F)F)F 7-cyclopentyl-N-((3R,4R)-3-(difluoromethoxy)-1-(methylsulfonyl)piperidin-4-yl)-5-fluoropyrrolo[2,1-f][1,2,4]triazin-2-amine